N=1C=NN2C1C=CC(=C2)C2=CNC=1N=C(N=CC12)NC1CC2(C1)CCN(CC2)C(C)=O 1-(2-((5-([1,2,4]triazolo[1,5-a]pyridin-6-yl)-7H-pyrrolo[2,3-d]pyrimidin-2-yl)amino)-7-azaspiro[3.5]nonan-7-yl)ethan-1-one